3-(3-fluoro-4-hydroxyphenyl)-3-(4-(trifluoromethoxy)phenyl)-7-(trifluoro-methyl)indolin-2-one FC=1C=C(C=CC1O)C1(C(NC2=C(C=CC=C12)C(F)(F)F)=O)C1=CC=C(C=C1)OC(F)(F)F